5-methylimidazo[1,2-a]pyridine-3-carboxylate CC1=CC=CC=2N1C(=CN2)C(=O)[O-]